O[C@H]1[C@@H](O[C@@H]([C@@H]([C@@H]1N1N=NC(=C1)C1=CC(=C(C(=C1)F)F)F)O)CO)C(=O)OC Methyl (2R,3R,4S,5R,6R)-3,5-dihydroxy-6-(hydroxymethyl)-4-(4-(3,4,5-trifluorophenyl)-1H-1,2,3-triazol-1-yl)tetrahydro-2H-pyran-2-carboxylate